3-benzyl-oxazole C(C1=CC=CC=C1)N1COC=C1